3-[2,5-bis(difluoromethoxy)phenyl]-1-[[2-[4-(dimethylamino)cyclohexyl]tetrazol-5-yl]methyl]pyrazol FC(OC1=C(C=C(C=C1)OC(F)F)C1=NN(C=C1)CC=1N=NN(N1)C1CCC(CC1)N(C)C)F